[Si](C)(C)(C(C)(C)C)O[C@H]([C@H](CO)C1CC1)[C@@H]1N(C(OC1)(C)C)C(=O)OC(C)(C)C tert-butyl (4R)-4-((1R,2S)-1-{[tert-butyl(dimethyl)silyl]oxy}-2-cyclopropyl-3-hydroxypropyl)-2,2-dimethyl-1,3-oxazolidine-3-carboxylate